CC1=C(C(=C(C1([Hf]C=1CC=2C=C3C(=CC2C1C)C=CC=C3)C)C)C)C pentamethylcyclopentadienyl-(1-methyl-benz[f]indenyl)hafnium